COC(C1=CC(=C(C(=C1)NC[C@H]1OCC1)N)OCC=C)=O.CC(C(=O)NC1CCN(CC1)C)(COC=1C(=NC=CC1)C(F)(F)F)C 2,2-dimethyl-N-(1-methylpiperidin-4-yl)-3-((2-(trifluoromethyl)pyridin-3-yl)oxy)propanamide methyl-(S)-3-(allyloxy)-4-amino-5-((oxetan-2-ylmethyl)amino)benzoate